1H-benzo[b][1,4]diazepin-2(3H)-one N1C2=C(N=CCC1=O)C=CC=C2